NN1C(C(CC1CC)O[Si](C)(C)C(C)(C)C)=O 1-amino-3-[tert-butyl-(dimethyl)silyl]oxy-5-ethyl-pyrrolidin-2-one